dimethylsilyl-bis(trimethylcyclopentadienyl)zirconium dibromide [Br-].[Br-].C[SiH](C)[Zr+2](C1(C(=C(C=C1)C)C)C)C1(C(=C(C=C1)C)C)C